(R)-2-hydroxy-1-(3-(4-(4-(1-(pentan-3-yl)-1H-pyrazol-4-yl)pyrazolo[1,5-a]-pyrazin-6-yl)-1H-pyrazol-1-yl)azetidin-1-yl)propan-1-one O[C@@H](C(=O)N1CC(C1)N1N=CC(=C1)C=1N=C(C=2N(C1)N=CC2)C=2C=NN(C2)C(CC)CC)C